dihydro-1,3,4-oxadiazole O1CNN=C1